ClC=1C=C(C=CC1)N1N=C2C(=C1C(=O)OCC)CNC2=O ethyl 2-(3-chlorophenyl)-6-oxo-4,5-dihydropyrrolo[3,4-c]pyrazole-3-carboxylate